4-(3-((2-(difluoromethoxy)-6-methylpyridin-3-yl)carbamoyl)-3-(2-propylphenyl)azetidin-1-yl)-2,2-dimethyl-4-oxobutanoic acid FC(OC1=NC(=CC=C1NC(=O)C1(CN(C1)C(CC(C(=O)O)(C)C)=O)C1=C(C=CC=C1)CCC)C)F